4-((4-Hydroxy-7-methoxy-2-methylquinazolin-6-yl)oxy)piperidine-1-carboxylate OC1=NC(=NC2=CC(=C(C=C12)OC1CCN(CC1)C(=O)[O-])OC)C